BrCCCOC1=CC(=CC(=C1)OCCCBr)OCCCBr 1,3,5-tris(bromopropyloxy)benzene